ClC1=C(C(=NC=C1)N(C(OC(C)(C)C)=O)C)[N+](=O)[O-] tert-butyl (4-chloro-3-nitropyridin-2-yl)(methyl)carbamate